2-((1r,4r)-4-(2-((((S)-methyl(oxo)(phenyl)-λ6-sulfanylidene)amino)methyl)imidazo[4,5-d]pyrrolo[2,3-b]pyridin-1(6H)-yl)cyclohexyl)acetonitrile C[S@](C1=CC=CC=C1)(=O)=NCC1=NC=2C(=C3C(=NC2)NC=C3)N1C1CCC(CC1)CC#N